C(C)(C)(C)OC(=O)N[C@@H](CCCCN)C(=O)OCCCCCC Hexyl (tert-butoxycarbonyl)lysinate